Ethyl (Z)-3-(pyrrolidin-1-yl)but-2-enoate N1(CCCC1)\C(=C/C(=O)OCC)\C